C(C=C)(=O)OCC1=C2C=3C=CC=CC3C=CC2=CC=C1 (5-Phenanthryl)methyl acrylate